N[C@](COC)(C)C1=C2C=C(N=CC2=C(N=C1)OC1CC1)NC1=CC=C2C(=N1)C(C(OC2=O)C)C 2-((5-((R)-2-amino-1-methoxypropan-2-yl)-8-cyclopropoxy-2,7-naphthyridin-3-yl)amino)-7,8-dimethyl-7,8-dihydro-5H-pyrano[4,3-b]pyridin-5-one